NC1=C(C=C(C=N1)C1=NN2C(=C1)[C@@]1(CN(CC1)C(=O)NC(C)(C)C1=C(C=NC=C1)Cl)OCC2)C(F)(F)F |r| (rac)-2-[6-amino-5-(trifluoromethyl)pyridin-3-yl]-N-[2-(3-chloropyridin-4-yl)propan-2-yl]-6,7-dihydrospiro[pyrazolo[5,1-c][1,4]oxazine-4,3'-pyrrolidine]-1'-carboxamide